FC([C@@H]1[C@H](C1)C=1C=2N(N=C(C1)C=1C(=NC(=NC1)OC)OC)C=C(N2)C)F 8-((1S,2S)-2-(difluoromethyl)cyclopropyl)-6-(2,4-dimethoxypyrimidin-5-yl)-2-methylimidazo[1,2-b]pyridazine